indene diazide [N-]=[N+]=[N-].[N-]=[N+]=[N-].C1C=CC2=CC=CC=C12